N-((6-(3-(4-chlorobenzyl)ureido)spiro[3.3]heptan-2-yl)methyl)-6-methyl-nicotinamide ClC1=CC=C(CNC(NC2CC3(CC(C3)CNC(C3=CN=C(C=C3)C)=O)C2)=O)C=C1